O[C@H](CN1CC(C1)N1N=CC2=C1N(C(C=1C=C(C=CC21)C)=O)C)C 3-(1-((S)-2-hydroxypropyl)azetidin-3-yl)-4,7-dimethyl-3,4-dihydro-5H-pyrazolo[3,4-c]isoquinolin-5-one